3-bromo-4-methoxyphenol BrC=1C=C(C=CC1OC)O